C(CCCCCCCCCCC)[S-] 1-dodecanethiolate